C(CCCC)N1C=NC2=C1C=CC=C2 1-pentyl-1H-benzo[d]imidazol